[Si](C)(C)(C(C)(C)C)O\C(=C/[C@@]1(C[C@H](N(C1)C(=O)OC(C)(C)C)C(=O)OC)C(=O)OC)\C1=CC=CC=C1 1-(t-butyl) 2,4-dimethyl (2S,4R)-4-((Z)-2-((t-butyldimethylsilyl)oxy)-2-phenylvinyl)pyrrolidine-1,2,4-tricarboxylate